C(CC(O)(C(=O)[O-])CC(=O)[O-])(=O)[O-].[K+].P(=O)(O)(O)O.[Ca+2] Calcium phosphate potassium citrate